N=1C=CN2N=C(C=CC21)C2=CNC=1N=C(N=CC12)NC 5-(imidazo[1,2-b]pyridazin-6-yl)-N-methyl-7H-pyrrolo[2,3-d]pyrimidin-2-amine